3-(3,4-dichlorophenyl)-1-ethyl-2,4-dioxo-1,3,8-triazaspiro[4.6]undecane-8-carboxylic acid (R)-tert-butyl ester C(C)(C)(C)OC(=O)N1CCC2(C(N(C(N2CC)=O)C2=CC(=C(C=C2)Cl)Cl)=O)CCC1